tert-butyl-dimethyl-[(4-prop-2-ynoxycyclohexyl)methoxy]silane C(C)(C)(C)[Si](OCC1CCC(CC1)OCC#C)(C)C